ethylcyclopentanol methacrylate C(C(=C)C)(=O)OC1(CCCC1)CC